6-[5-(3-chloropyrazol-1-yl)-3-fluoro-1-oxido-pyridin-1-ium-2-yl]-1-(2,2,3,3,3-pentafluoropropyl)-1,7-naphthyridin-2-one ClC1=NN(C=C1)C=1C=C(C(=[N+](C1)[O-])C=1C=C2C=CC(N(C2=CN1)CC(C(F)(F)F)(F)F)=O)F